6-(5-acryloyl-2,5-diazabicyclo[2.2.1]heptane-2-yl)-4-(4-phenoxyphenyl)isoindolin-1-one ethyl-(E)-2-((dimethylamino)methylene)-4-methyl-3-oxopentanoate C(C)OC(/C(/C(C(C)C)=O)=C/N(C)C)=O.C(C=C)(=O)N1C2CN(C(C1)C2)C2=CC(=C1CNC(C1=C2)=O)C2=CC=C(C=C2)OC2=CC=CC=C2